dibenzyl-N,N'-diphenyl-1,2-benzenedioxydiacetic amide C(C1=CC=CC=C1)C(C(=O)NC1=CC=CC=C1)OC=1C(=CC=CC1)OC(C(=O)NC1=CC=CC=C1)CC1=CC=CC=C1